[I-].CN(C=1C=C2C=CC(=CC2=CC1)/C=C/C1=CC=[N+](C=C1)C)C (E)-4-(2-(6-(dimethylamino)naphthalen-2-yl)vinyl)-1-methylpyridin-1-ium iodide